pentamethylcyclopentadienyl(1-benzyl-benz[e]indenyl)hafnium CC1=C(C(=C(C1([Hf]C=1CC=2C=CC3=C(C2C1CC1=CC=CC=C1)C=CC=C3)C)C)C)C